3-(1,5-dimethyl-1H-pyrazol-4-yl)-6-(4-(4-methylpiperazin-1-yl)phenyl)furo[3,2-b]pyridine CN1N=CC(=C1C)C1=COC=2C1=NC=C(C2)C2=CC=C(C=C2)N2CCN(CC2)C